methyl 1-(5-(1,3-dioxolane-2-yl)pyridin-2-yl)-4-fluoro-1H-pyrazole-3-carboxylate O1C(OCC1)C=1C=CC(=NC1)N1N=C(C(=C1)F)C(=O)OC